isooctyl Phosphate P(=O)(OCCCCCC(C)C)([O-])[O-]